ClC=1C(=CC(=C(C1)S(=O)(=O)NC=1SC=CN1)F)NCCCCNC[C@H]1NCC2=CC=CC=C12 |o1:24| (S or R)-5-chloro-2-fluoro-4-((4-((isoindolin-1-ylmethyl)amino)butyl)amino)-N-(thiazol-2-yl)benzenesulfonamide